NC=1N=NC(=CC1)Cl 3-amino-6-chloropyridazin